ClC1=C(C(=CC=C1)Cl)C1=CC2=C(N=C(N=C2)SC)N(C1=O)C 6-(2,6-Dichlorophenyl)-8-methyl-2-(methylthio)pyrido[2,3-d]pyrimidin-7(8H)-one